3,5-difluoro-4-[[5-(2-pyridylmethyl)tetrazol-2-yl]methyl]benzenecarbohydroxamic acid FC=1C=C(C=C(C1CN1N=C(N=N1)CC1=NC=CC=C1)F)C(=O)NO